tert-Butyl N-[(3-methyloxetan-3-yl)amino]carbamate CC1(COC1)NNC(OC(C)(C)C)=O